[4-(6-Amino-pyridazin-3-yl)-piperidin-1-yl]-[5-(3-chloro-4-isopropoxy-phenyl)-4-methoxy-pyridin-2-yl]-methanone NC1=CC=C(N=N1)C1CCN(CC1)C(=O)C1=NC=C(C(=C1)OC)C1=CC(=C(C=C1)OC(C)C)Cl